2-[2-(6-methyl-pyridine-2-yl)-6,7-dihydro-5H-imidazo[1,2-a]imidazol-3-yl]-thieno[3,2-c]pyridine CC1=CC=CC(=N1)C=1N=C2N(C1C1=CC=3C=NC=CC3S1)CCN2